((2R,3R,4S,5R)-5-(7-((E)-3-(1H-Tetrazol-5-yl) allyl)-2-amino-8-oxo-7,8-dihydro-9H-purin-9-yl)-4-acetoxy-3-fluorotetrahydrofuran-2-yl)methyl acetate C(C)(=O)OC[C@H]1O[C@H]([C@@H]([C@@H]1F)OC(C)=O)N1C2=NC(=NC=C2N(C1=O)C\C=C\C1=NN=NN1)N